3-bromo-12-(4-phenyl-6-(2-(trimethylsilyl)phenyl)-1,3,5-triazin-2-yl)-12H-benzofuro[2,3-a]carbazole BrC1=CC=2C=3C=CC4=C(C3N(C2C=C1)C1=NC(=NC(=N1)C1=CC=CC=C1)C1=C(C=CC=C1)[Si](C)(C)C)OC1=C4C=CC=C1